C(C=C)[C@@H]1C2CC[C@@H](CN1C1=NC(=NC3=C(C=C(C(=C13)Br)F)F)F)N2CC2=CC=CC=C2 4-((7R,2R,5S)-2-allyl-8-benzyl-3,8-diazabicyclo[3.2.1]octan-3-yl)-5-bromo-2,6,8-trifluoroquinazoline